5-Chloro-4,7,8,9-tetrahydro-3H-cyclopenta[f]quinolin-3-one ClC1=CC2=C(C=3C=CC(NC13)=O)CCC2